1-[1-(3-cyanophenyl)-5-oxopyrrolidin-3-yl]-3-(2,5-difluorophenyl)urea C(#N)C=1C=C(C=CC1)N1CC(CC1=O)NC(=O)NC1=C(C=CC(=C1)F)F